(3-(2-Chloroacetamido)-4-isopropylphenyl)(propyl)carbamic acid tert-butyl ester C(C)(C)(C)OC(N(CCC)C1=CC(=C(C=C1)C(C)C)NC(CCl)=O)=O